1,6-dimethyl-4-{4-[3-(2-methylphenyl)-1,2,4-oxadiazol-5-yl]piperidin-1-yl}-2-oxo-7-[(oxolan-3-yl)oxy]-1,2-dihydroquinoline-3-carbonitrile CN1C(C(=C(C2=CC(=C(C=C12)OC1COCC1)C)N1CCC(CC1)C1=NC(=NO1)C1=C(C=CC=C1)C)C#N)=O